BrCCCCC=C 6-BROMO-1-HEXENE